N-methoxy-4-methylpyridine CON1CC=C(C=C1)C